2-acetyl-3-chloropyrazine C(C)(=O)C1=NC=CN=C1Cl